ClC=1C(=CC=2N(N1)C=C(N2)C(=O)OCC)[C@@H](COC)N2C(NCC(C2)(F)F)=O Ethyl (S)-6-chloro-7-(1-(5,5-difluoro-2-oxotetrahydropyrimidin-1(2H)-yl)-2-methoxyethyl)imidazo[1,2-b]pyridazine-2-carboxylate